(S)-N-((4-chloro-8-ethyl-8-hydroxy-9,12-dioxo-2,3,8,9,12,14-hexahydro-1H,11H-cyclopenta[f]pyrano[3',4':6,7]indolizino[1,2-b]quinolin-15-yl)methyl)-2-hydroxyacetamide ClC1=C2C(=C3C(=C4C(=NC3=C1)C1=CC3=C(C(N1C4)=O)COC([C@]3(O)CC)=O)CNC(CO)=O)CCC2